2-((S)-2-(((2R,3s,4R,5R)-5-(6-Chloro-4-(cyclopentylamino)-1H-pyrazolo[3,4-d]pyrimidin-1-yl)-3,4-dihydroxytetrahydrofuran-2-yl)methoxy)-3-methoxy-2-phosphonopropoxy)acetic acid ClC1=NC(=C2C(=N1)N(N=C2)[C@H]2[C@@H]([C@@H]([C@H](O2)CO[C@@](COCC(=O)O)(COC)P(=O)(O)O)O)O)NC2CCCC2